(4-(benzyl-(4-fluorophenyl)carbamoyl)-2-hydroxyphenyl)-[1,1'-biphenyl]-2-carboxamide C(C1=CC=CC=C1)N(C(=O)C1=CC(=C(C=C1)C1=C(C(=CC=C1)C1=CC=CC=C1)C(=O)N)O)C1=CC=C(C=C1)F